N-(7-(Dimethylamino)-5-(3-iodopropyl)-5-methyl-10-(o-tolyl)dibenzo[b,e]silin-3(5H)-ylidene)-N-methylmethanaminium CN(C1=CC2=C(C(=C3C([Si]2(C)CCCI)=CC(C=C3)=[N+](C)C)C3=C(C=CC=C3)C)C=C1)C